N-{3-[5-(azetidin-1-yl)-2H-pyrazolo[3,4-b]pyridin-2-yl]-4-fluorophenyl}-3,3-difluoroazetidine N1(CCC1)C1=CC=2C(N=C1)=NN(C2)C=2C=C(C=CC2F)N2CC(C2)(F)F